Cl.N1=C(N=CC=C1)N1CC(C(C1)F)O pyrimidin-2-yl-4-fluoropyrrolidin-3-ol hydrochloride